N-(1-(4-((3-bromo-2-fluorophenyl)amino)pyrido[3,2-d]pyrimidin-6-yl)azetidin-3-yl)acrylamide BrC=1C(=C(C=CC1)NC=1C2=C(N=CN1)C=CC(=N2)N2CC(C2)NC(C=C)=O)F